3-[(1R)-1-({3-chloro-6-[2-(dimethylphosphoryl)pyrimidin-5-yl]-7-fluoro-2-methyl-1,5-naphthyridin-4-yl}amino)propyl]-4-fluorobenzonitrile ClC=1C(=NC2=CC(=C(N=C2C1N[C@H](CC)C=1C=C(C#N)C=CC1F)C=1C=NC(=NC1)P(=O)(C)C)F)C